N-(4-Methyl-6-morpholinopyridin-2-yl)-4-((methylsulfonyl)methyl)-2-(6-azaspiro[2.5]octan-6-yl)benzamide CC1=CC(=NC(=C1)N1CCOCC1)NC(C1=C(C=C(C=C1)CS(=O)(=O)C)N1CCC2(CC2)CC1)=O